N[C@@H]1CN(CC[C@H]1F)C1=NC2=C(N1[C@H](C(=O)N(C)C)C)C=C(C(=C2)F)F (2S)-2-(2-((3R,4R)-3-Amino-4-fluoro-1-piperidinyl)-5,6-difluoro-1H-benzimidazol-1-yl)-N,N-dimethylpropanamid